NC1=CC=C(OC2C3C4=C(C2CC3)C=C(C=C4)OC4=CC=C(C(=C4)C(F)(F)F)N)C=C1C(F)(F)F 3,6-bis(4-amino-5-trifluoromethylphenoxy)benzonorbornene